CC1(OB(OC1(C)C)/C=C/C1CCN(CC1)C(=O)OC(C)(C)C)C tert-butyl 4-[(e)-2-(4,4,5,5-tetramethyl-1,3,2-dioxaborolan-2-yl)vinyl]piperidine-1-carboxylate